OC(CC1=CC=C(CCN)C=C1)CC 4-(2-hydroxybutyl)phenethylamine